5,5',5'',5'''-(2',6'-diphenyl-[4,4'-bipyridine]-2,3,5,6-tetrayl)tetrakis(10,11-dihydro-5H-dibenzo[b,f]azepine) C1(=CC=CC=C1)C1=NC(=CC(=C1)C1=C(C(=NC(=C1N1C2=C(CCC3=C1C=CC=C3)C=CC=C2)N2C3=C(CCC1=C2C=CC=C1)C=CC=C3)N3C1=C(CCC2=C3C=CC=C2)C=CC=C1)N1C2=C(CCC3=C1C=CC=C3)C=CC=C2)C2=CC=CC=C2